3-methyl-2-hydroxy-butanoyl-CoA CC(C(C(=O)SCCNC(CCNC([C@@H](C(COP(OP(OC[C@@H]1[C@H]([C@H]([C@@H](O1)N1C=NC=2C(N)=NC=NC12)O)OP(=O)(O)O)(=O)O)(=O)O)(C)C)O)=O)=O)O)C